thiocyanic acid, p-toluenesulphonic acid salt CC1=CC=C(C=C1)S(=O)(=O)O.N#CS